C(C(=C)C)(=O)NCC(CS(=O)(=O)O)O 3-methacrylamido-2-hydroxypropane-sulphonic acid